(2E)-3-(isoquinolin-5-yl)prop-2-enoic acid methyl ester COC(\C=C\C1=C2C=CN=CC2=CC=C1)=O